C1CCC12NCCN(C2)C2=CC=CC(=N2)C2=NC1=CC(=NC=C1C=C2)CNC(C2=CC(=C(C=C2)C)S(=O)(=O)C)=O N-((2-(6-(5,8-diazaspiro[3.5]nonan-8-yl)pyridin-2-yl)-1,6-naphthyridin-7-yl)methyl)-4-methyl-3-(methylsulfonyl)benzamide